2-amino-N-methoxy-N,3-dimethylbutyramide NC(C(=O)N(C)OC)C(C)C